C(C)(C)C=1C(=NNC1C=1C=C(C=2N(C1)N=CN2)OC)C=2SC(=CN2)N2[C@H](CNCC2)C (S)-2-(4-isopropyl-5-(8-methoxy-[1,2,4]triazolo[1,5-a]pyridin-6-yl)-1H-pyrazol-3-yl)-5-(2-methylpiperazin-1-yl)thiazole